5-amino-4-cyclopropylpentan-1-ol NCC(CCCO)C1CC1